(S)-5-((((3'-chloro-2'-(2-chloro-3-((2-fluoro-3-((((S)-2-hydroxypropyl)amino)methyl)phenyl)amino)phenyl)-6-methoxy-[2,4'-bipyridin]-5-yl)methyl)amino)methyl)pyrrolidin-2-one ClC=1C(=NC=CC1C1=NC(=C(C=C1)CNC[C@@H]1CCC(N1)=O)OC)C1=C(C(=CC=C1)NC1=C(C(=CC=C1)CNC[C@H](C)O)F)Cl